3-bromo-4-chloro-5-(trifluoromethyl)pyridine BrC=1C=NC=C(C1Cl)C(F)(F)F